ClC1=CC=C(CC2COCCN2C2CCC(CC2)N2N=C(N=C2N)N)C=C1 (4-(3-(4-chlorobenzyl)morpholino)cyclohexyl)-1H-1,2,4-triazole-3,5-diamine